C1=C(C=CC2=CC=CC=C12)C=O 2-NAPHTHALDEHYDE